O=C1NC(CCC1N1C(N(C2=C1C=CC(=C2)N2CCC(CC2)(O)CC(=O)OC(C)(C)C)C)=O)=O tert-butyl 2-[1-[1-(2,6-dioxo-3-piperidyl)-3-methyl-2-oxo-benzimidazol-5-yl]-4-hydroxy-4-piperidyl]acetate